FC=1C=CC(=NC1)CN1C(C=2C=C(C(=NC2C=C1)C)C(=O)NCC=1OC(=CC1)C)=O 6-((5-fluoropyridin-2-yl)methyl)-2-methyl-N-((5-methylfuran-2-yl)methyl)-5-oxo-5,6-dihydro-1,6-naphthyridine-3-carboxamide